ClC=1C2=C(C(N(C1)C1=CC(=CC=C1)C1(CC3(CC3)C1)C1=NN=CN1C)=O)N(C(=C2)C(=O)OCC)COCC[Si](C)(C)C ethyl 4-chloro-6-{3-[5-(4-methyl-4H-1,2,4-triazol-3-yl)spiro[2.3]hexan-5-yl]phenyl}-7-oxo-1-{[2-(trimethylsilyl)ethoxy]methyl}-6,7-dihydro-1H-pyrrolo[2,3-c]pyridine-2-carboxylate